CN(C(CCCO)C)C 4-(dimethylamino)pentanol